5-chloro-1'-[[1-(2-methylsulfonylethyl)triazol-4-yl]methyl]spiro[1H-isobenzofuran-3,4'-piperidine]-1-carboxamide ClC=1C=C2C(=CC1)C(OC21CCN(CC1)CC=1N=NN(C1)CCS(=O)(=O)C)C(=O)N